4-(6-Fluorobenzofuran-2-yl)-2-(5-nitrofuran-2-yl)thiazole FC1=CC2=C(C=C(O2)C=2N=C(SC2)C=2OC(=CC2)[N+](=O)[O-])C=C1